NC1=CN=C2N1N=CC=C2C(=O)NC=2C=NC=CC2OC(C)C 3-amino-N-(4-isopropoxypyridin-3-yl)imidazo[1,2-b]pyridazine-8-carboxamide